5-((3R,5R)-3-((tert-butoxycarbonyl)amino)-5-(fluoromethyl)piperidin-1-yl)-2-(3-fluoro-4-methoxyphenyl)isonicotinic acid methyl ester COC(C1=CC(=NC=C1N1C[C@@H](C[C@H](C1)CF)NC(=O)OC(C)(C)C)C1=CC(=C(C=C1)OC)F)=O